C(=O)(O)C=1C=C(C=CC1C(=O)O)C=1OC2=C(N1)C=C(C(=C2)C(=O)O)C(=O)O 2-(3',4'-dicarboxyphenyl)-5,6-dicarboxybenzoxazole